COC=1C=C(C=CC1C)O 3-methoxy-4-methylphenol